BrC=1C=C(C=CC1)N1CCC(CC1)N(C(C)=O)C N-(1-(3-bromophenyl)piperidin-4-yl)-N-methylacetamide